Cl.C1(CC1)CN1C(=CC=C1CCC1=CC=CC=C1)C1=NC2=C(N1C)C=CC(=C2)C(=O)N2C[C@@H](CCC2)N (3R)-1-{2-[1-(Cyclopropylmethyl)-5-(2-phenylethyl)-1H-pyrrol-2-yl]-1-methyl-1H-1,3-benzodiazole-5-carbonyl}piperidin-3-amine hydrochloride